FC1=C(C=CC(=C1)F)N1C(N([C@@H](C1)C#N)C1=CN=CC2=CC=CC=C12)=O (S)-1-(2,4-difluorophenyl)-3-(isoquinolin-4-yl)-2-oxoimidazolidine-4-carbonitrile